bisphosphonic acid (phosphonate) P(O)(O)=O.P(O)(O)=O.P(O)(O)=O